(R)-1-(4-(4-fluorophenyl)-3,4-dihydroquinoxaline-1(2H)-yl)-3-((1-methylpyrrolidin-3-yl)amino)propan-1-one FC1=CC=C(C=C1)N1CCN(C2=CC=CC=C12)C(CCN[C@H]1CN(CC1)C)=O